O=C1N(C(CN1C1=CC=C(C=C1)C(F)(F)F)=O)CC1=CC(=C(OC(C(=O)O)(C)C)C(=C1)F)F 2-(4-((2,5-Dioxo-3-(4-(trifluoro-methyl)phenyl)imidazolin-1-yl)methyl)-2,6-difluorophenoxy)-2-methylpropionic acid